FC=1C=C2CCCC(C2=CC1)O 6-fluoro-1,2,3,4-tetrahydro-naphthalen-1-ol